gold (I) sulfur [S+2].[Au+]